Ethyl 6-bromo-3-(2,2-difluoroethyl)-1-methyl-2-oxo-2,3-dihydro-1H-benzo[d]imidazole-5-carboxylate BrC=1C(=CC2=C(N(C(N2CC(F)F)=O)C)C1)C(=O)OCC